ethyl (S)-3-amino-3-phenylpropanoate hydrochloride Cl.N[C@@H](CC(=O)OCC)C1=CC=CC=C1